[Na+].C(C)N(C1=CC(=CC=C1)C)CC(CS(=O)(=O)[O-])O N-ethyl-N-(2-hydroxy-3-sulfopropyl)-3-Methylaniline sodium salt